C(C1=CC=CC=C1)(=O)OCN1N=C2C=CC(=CC2=C1)F ((5-fluoro-2H-indazol-2-yl) methyl) benzoate